methyl 2-((4-methoxypyridin-2-yl)methyl)-5-(1-methyl-3-(trifluoromethyl)-1H-pyrazol-4-yl)-1-oxo-1,2,3,4-tetrahydroisoquinoline-7-carboxylate COC1=CC(=NC=C1)CN1C(C2=CC(=CC(=C2CC1)C=1C(=NN(C1)C)C(F)(F)F)C(=O)OC)=O